O[C@@H]1[C@H]([C@@H](O[C@@H]([C@H]1O)NC=1C2=C(N=CN1)C=CN2)C)NC(=O)[C@@H]2NCCC2 (2R)-N-[(2S,3R,4R,5S,6S)-4,5-dihydroxy-2-methyl-6-(5H-pyrrolo[3,2-d]pyrimidin-4-ylamino)tetrahydropyran-3-yl]pyrrolidine-2-carboxamide